4-((methylsulfonyl)methyl)-2-(6-azaspiro[2.5]oct-6-yl)benzoic acid CS(=O)(=O)CC1=CC(=C(C(=O)O)C=C1)N1CCC2(CC2)CC1